ClC1=C2CCNC2=CC=C1Cl 4,5-dichloroindoline